C1=CC2=C(C3=NC=CC(=O)C3=C2)N=C1 4,5-diazafluorenone